5a-(4-bromophenyl)-8a-hydroxy-3-methoxy-8-oxo-6-phenyl-5a,7,8,8a-tetrahydro-6H-cyclopenta[4,5]furo[3,2-b]pyridine-7-carboxylate BrC1=CC=C(C=C1)C12C(C3=NC=C(C=C3O1)OC)(C(C(C2C2=CC=CC=C2)C(=O)[O-])=O)O